FC=1C=C(C=CC1)C(O)C1=CC=CC=C1 (3-fluorophenyl)(phenyl)methanol